bis-(γ-trimethoxysilylpropyl) fumarate C(\C=C\C(=O)OCCC[Si](OC)(OC)OC)(=O)OCCC[Si](OC)(OC)OC